tert-butyl (R)-3-(((3-(2,6-bis(benzyloxy)pyridin-3-yl)-1-methyl-1H-indazol-6-yl)amino)methyl)piperidine-1-carboxylate C(C1=CC=CC=C1)OC1=NC(=CC=C1C1=NN(C2=CC(=CC=C12)NC[C@@H]1CN(CCC1)C(=O)OC(C)(C)C)C)OCC1=CC=CC=C1